2-(6-amino-5-((1S,4S)-5-benzyl-2,5-diazabicyclo[2.2.1]heptan-2-yl)pyridazin-3-yl)phenol NC1=C(C=C(N=N1)C1=C(C=CC=C1)O)N1[C@@H]2CN([C@H](C1)C2)CC2=CC=CC=C2